N1N=CC(=C1)C1=CC=C(C=C1)NC1=NC(=NC=C1)C1=CC=C2C=C(NC2=C1)C(=O)N1CC(C1)NS(=O)(=O)C N-(1-(6-(4-((4-(1H-pyrazol-4-yl)phenyl)amino)pyrimidin-2-yl)-1H-indole-2-carbonyl)azetidin-3-yl)methanesulfonamide